C(CCCCCCCCCCCCC)(=O)O.O([C@@H]1[C@H](O)[C@@H](O)[C@H](O)[C@H](O1)CO)[C@@H]1[C@H](O)[C@@H](O)[C@H](O)[C@H](O1)CO α-D-glucopyranosyl α-D-glucopyranoside monomyristate